(+/-)-isopropyl (1S,3S)-3-((6-(5-(hydroxymethyl)-1-methyl-1H-pyrazol-4-yl)-2-methylpyridin-3-yl)oxy)cyclohexane-1-carboxylate OCC1=C(C=NN1C)C1=CC=C(C(=N1)C)O[C@@H]1C[C@H](CCC1)C(=O)OC(C)C |r|